N-(8-methoxy-2-methylimidazo[1,2-a]pyrazin-6-yl)-4-(4,7-diazaspiro[2.5]octan-7-yl)-2,3-dihydro-1H-pyrrolo[2,3-b]pyridine-1-carboxamide formate C(=O)O.COC=1C=2N(C=C(N1)NC(=O)N1CCC=3C1=NC=CC3N3CCNC1(CC1)C3)C=C(N2)C